5-((2-bromo-5-isopropylpyridin-4-yl)oxy)-N4-isobutylpyrimidine-2,4-diamine BrC1=NC=C(C(=C1)OC=1C(=NC(=NC1)N)NCC(C)C)C(C)C